N1(CCC1)C1(CCC1)CNC1=NC(=NC2=C(C=C(C(=C12)OC)F)F)Cl N-((1-(azetidin-1-yl)cyclobutyl)methyl)-2-chloro-6,8-difluoro-5-methoxyquinazolin-4-amine